Cl.FC1(CCOCC1)CNC1=C(C=C(C=C1)S(=O)(=O)NC(C1=CC=CC=C1)=O)[N+](=O)[O-] N-((4-(((4-fluorotetrahydro-2H-pyran-4-yl)methyl)amino)-3-nitrophenyl)sulfonyl)benzamide hydrochloride